4-(Cyclohexylamino)-3-hydroxybenzoic acid methyl ester COC(C1=CC(=C(C=C1)NC1CCCCC1)O)=O